(R)-di-tert-butyl 2-((((2,5-dioxopyrrolidin-1-yl)oxy)carbonyl)amino)adipate O=C1N(C(CC1)=O)OC(=O)N[C@@H](C(=O)OC(C)(C)C)CCCC(=O)OC(C)(C)C